6-(2-ethyl-5-fluoro-4-hydroxyphenyl)-1-(tetrahydro-2H-pyran-2-yl)-1H-indazole C(C)C1=C(C=C(C(=C1)O)F)C1=CC=C2C=NN(C2=C1)C1OCCCC1